C(C1=CC=CC=C1)N1C[C@H](C[C@H](C1)O)C(=O)O Cis-1-benzyl-5-hydroxypiperidine-3-carboxylic acid